4-((1R,5S)-3,8-Diazabicyclo[3.2.1]octan-3-yl)-7-(8-chloronaphthalen-1-yl)-8-fluoro-2-(((2R,7aS)-2-fluorotetrahydro-1H-pyrrolizin-7a(5H)-yl)methoxy)quinazoline [C@H]12CN(C[C@H](CC1)N2)C2=NC(=NC1=C(C(=CC=C21)C2=CC=CC1=CC=CC(=C21)Cl)F)OC[C@]21CCCN1C[C@@H](C2)F